(Z)-3-hexenyl-propanoate C(=C/CCCC)/CCC(=O)[O-]